CNS(=O)(=O)C1=CC=C(C=C1)NC1=NC=C(C=C1)C(F)(F)F N-methyl-4-[[5-(trifluoromethyl)-2-pyridyl]amino]benzenesulfonamide